CNC=1N=C(C(=NC1C=1C2=C(C=NC1)N(C=N2)C)C(=O)N)NC=2C(=NN(C2)CC(F)(F)F)C 5-(Methylamino)-6-(3-methylimidazo[4,5-c]pyridin-7-yl)-3-[[3-methyl-1-(2,2,2-trifluoroethyl)pyrazol-4-yl]amino]pyrazin-2-carboxamid